CC1C(N(C2CC1C2)C(=O)C2=NC(=CC=C2N2N=CC=N2)C)CNC2=NC=C(C=C2)C(F)(F)F N-({4-methyl-2-[6-methyl-3-(2H-1,2,3-triazol-2-yl)pyridine-2-carbonyl]-2-azabicyclo[3.1.1]hept-3-yl}methyl)-5-(trifluoromethyl)pyridin-2-amine